(((difluoro(2-((perfluorophenoxy)carbonyl)benzo[b]thiophen-5-yl)methyl)(2-((3-methylbutanoyl)thio)ethoxy)phosphoryl)oxy)silver FC(P(=O)(OCCSC(CC(C)C)=O)O[Ag])(C1=CC2=C(SC(=C2)C(=O)OC2=C(C(=C(C(=C2F)F)F)F)F)C=C1)F